C(CCC)N1N(C(=CC1C)C)C 1-butyl-2,3,5-trimethylpyrazoline